N,N-diacetoxyethyl-m-acetaminoaniline C(C)(=O)ON(C1=C(C(=CC=C1)NC(=O)C)CC)OC(C)=O